FC=1C=CC2=C(C(OC3=NN4C(C(N(CCO2)C)=O)=CN=C4C=C3)C)C1 10-fluoro-8,16-dimethyl-15,16-dihydro-8H-3,6-ethenoimidazo[5,1-f][1,10,4,7,8]benzodioxatriazacyclotridecin-17(14H)-one